COC=1C=C(/C=C/C=2C=NC=CC2)C=C(C1)OC (E)-3-(3,5-Dimethoxystyryl)pyridine